C(\C=C\C(=O)O)(=O)O.C(C1=CC=CC=C1)N(C[C@H](O)C=1C=C(C=C(C1)O)O)C(C)(C)C1=CC=C(C=C1)O |r| 5-{(1RS)-2-[benzyl-((1RS)-(4-hydroxyphenyl)-1-methylethyl)amino]-1-hydroxyethyl}benzene-1,3-diol fumarate